bis(p-tert-butylphenoxy)aluminum C(C)(C)(C)C1=CC=C(O[Al]OC2=CC=C(C=C2)C(C)(C)C)C=C1